IC1=CC=C2C(=NN(C2=C1)C1OCCCC1)\C=C\C=1C=NN(C1)CCCN1CCCC1 6-iodo-3-[(trans)-2-[1-(3-pyrrolidin-1-ylpropyl)pyrazol-4-yl]vinyl]-1-tetrahydropyran-2-ylindazole